ClC1=C(C=C(C=C1)C(F)(F)F)NC(=O)C1=C(N=C(S1)N(C(=O)C1(CC1)C(=O)N)C1=CC(=CC(=C1)C(F)(F)F)F)C1CC1 N-(5-((2-chloro-5-(trifluoromethyl)phenyl)carbamoyl)-4-cyclopropylthiazol-2-yl)-N-(3-fluoro-5-(trifluoromethyl)phenyl)cyclopropane-1,1-dicarboxamide